tellurium-lead [Pb].[Te]